6-(3-Bromo-1-(3-chloropyridin-2-yl)-1H-pyrazol-5-carboxamido)-5-methyl-N-(1-oxidothietan-3-yl)pyrazolo[1,5-a]pyridin-7-carboxamid BrC1=NN(C(=C1)C(=O)NC=1C(=CC=2N(C1C(=O)NC1CS(C1)=O)N=CC2)C)C2=NC=CC=C2Cl